NC1=C(C=CC2=CC=CC=C12)CCNC1=CC(=NC=N1)C1=CC(=CS1)OCC 5-{6-[2-(1-Amino-naphthalen-2-yl)-ethylamino]-pyrimidin-4-yl}-3-ethoxy-thiophene